2,4,8,10-Tetra(tert-butyl)-6-hydroxy-12H-dibenzo[d,g][1,3,2]dioxaphosphocin 6-oxide, sodium salt [Na].C(C)(C)(C)C1=CC2=C(OP(OC3=C(C2)C=C(C=C3C(C)(C)C)C(C)(C)C)(O)=O)C(=C1)C(C)(C)C